S(=O)(=O)(OCC1OC(OC1)C(CCC)CCCCCCCC)O (2-(dodecan-4-yl)-1,3-dioxolan-4-yl)methyl hydrogen sulfate